C1=CC(=CC=C1[C@@H]2[C@H](C3=C(C=C(C=C3O2)O)[C@@H]4[C@H](OC5=C4C=C(C=C5)/C=C/C6=CC(=CC(=C6)O)O)C7=CC=C(C=C7)O)C8=CC(=CC(=C8)O)O)O The molecule is a benzofuran-derived stilbenoid that is a homotrimer obtained by cyclotrimerisation of resveratrol. It is isolated from Dryobalanops oblongifolia. It has a role as a plant metabolite. It is a member of 1-benzofurans, a polyphenol and a stilbenoid. It derives from a trans-resveratrol.